2,6-dimethyl-2,5-cyclohexadiene-1,4-dione CC=1C(C(=CC(C1)=O)C)=O